FC(C=1C=C(C(=O)NC2=CC=C(C=C2)NC2=CC(OC3=CC=C(C=C23)[N+](=O)[O-])=O)C=CC1)(F)F 3-trifluoromethyl-N-(4-(6-nitro-2-oxo-2H-chromen-4-ylamino)phenyl)benzamide